BrC=1C=2N(C(=NC1)NCC1=C(C=CC=3OCOC31)F)C=C(N2)C#N 8-bromo-5-(((5-fluorobenzo[d][1,3]dioxol-4-yl)methyl)amino)imidazo[1,2-c]pyrimidine-2-carbonitrile